ClC=1C=C(C=CC1N1C(N(C=C1)C)=O)C1=C(C(=CC(=C1)F)C1=CC(=NC=C1)N1C(CNCC1)=O)O 1-(4-(3'-chloro-5-fluoro-2-hydroxy-4'-(3-methyl-2-oxo-2,3-dihydro-1H-imidazol-1-yl)-[1,1'-biphenyl]-3-yl)pyridin-2-yl)piperazin-2-one